butoxyniobium C(CCC)O[Nb]